C(C1=C(C(=O)OCC)C(C(=O)OCC)=C(C(=O)OCC)C(C(=O)OCC)=C1C(=O)OCC)(=O)OCC hexaethyl mellitate